tert-butyl N-[(5-nitro-2-pyridyl)methyl]carbamate [N+](=O)([O-])C=1C=CC(=NC1)CNC(OC(C)(C)C)=O